CCC#CCCCCCCCCCCCCCC Octadec-3-yn